(8S,9S,13S,14S,17S)-3,17-bis(Benzyloxy)-13-methyl-6,7,8,9,12,13,14,15,16,17-decahydro-11H-cyclopenta[a]phenanthren-11-one C(C1=CC=CC=C1)OC=1C=CC=2[C@H]3C(C[C@@]4([C@H](CC[C@H]4[C@@H]3CCC2C1)OCC1=CC=CC=C1)C)=O